CSC=1OC=CC1 furyl methyl sulfide